3-chloro-2-fluoro-4-(trifluoromethoxy)aniline ClC=1C(=C(N)C=CC1OC(F)(F)F)F